OCCC1=CC=C(C=C1)C1=CC=C(S1)CN1C(NN=C1)=O 4-({5-[4-(2-hydroxyethyl)phenyl]thiophen-2-yl}methyl)-2,4-dihydro-3H-1,2,4-triazol-3-one